(4-(benzyloxy)-2-((methoxymethoxy)methyl)phenyl)(4-bromophenyl)methanone C(C1=CC=CC=C1)OC1=CC(=C(C=C1)C(=O)C1=CC=C(C=C1)Br)COCOC